2-(4-(2-((1-(cyclopropyl-methyl)-4-fluoro-1H-benzo[d]-imidazol-2-yl)-amino)-2-oxoethyl)-2-fluorophenoxy)-nicotinamide C1(CC1)CN1C(=NC2=C1C=CC=C2F)NC(CC2=CC(=C(OC1=C(C(=O)N)C=CC=N1)C=C2)F)=O